COC(=O)CCCCC(=O)O The molecule is a dicarboxylic acid monoester that is the monomethyl ester of adipic acid. It has a role as a metabolite and a plasticiser.